N1=CC(=CC=C1)C=1C=C(C(=CC1)C1=CC=CC=C1)C#N 4-(pyridin-3-yl)-[1,1'-biphenyl]-2-carbonitrile